COC=1C(=NC=C(C1)C(F)(F)F)N 3-methoxy-5-(trifluoromethyl)pyridin-2-ylamine